C(C)OC1=C2C=C(N=CC2=C(N=C1)N1[C@@H](CC1)C)NC1=NC(=NC=C1)N1C[C@]([C@@H](CC1)O)(C)F (3S,4R)-1-(4-((5-ethoxy-8-((R)-2-methylazetidin-1-yl)-2,7-naphthyridin-3-yl)amino)pyrimidin-2-yl)-3-fluoro-3-methylpiperidin-4-ol